CN1CC2(C1)CNCC2 2-methyl-2,6-diazaspiro[3.4]octan